C(#N)[C@@H]1CN(C[C@H]1C1=CC=CC=C1)C(=O)[C@@H]1CC[C@H]2N1C([C@H](CC[C@H](C2)CCC)NC(=O)C2=CC1=C(S2)C=CC(=C1)C(F)P(O)(O)=O)=O ((2-(((3S,6S,9R,10aR)-3-((3S,4R)-3-cyano-4-phenylpyrrolidine-1-carbonyl)-5-oxo-9-propyldeca-hydropyrrolo[1,2-a]azocin-6-yl)carbamoyl)benzo[b]thiophen-5-yl)fluoromethyl)phosphonic acid